5-(4-(2,2,3,3-tetrafluoropropyl)piperazin-2-yl)-1H-indazole FC(CN1CC(NCC1)C=1C=C2C=NNC2=CC1)(C(F)F)F